5-(4-(difluoromethyl)phenyl)-1,3,4-oxadiazol FC(C1=CC=C(C=C1)C1=NN=CO1)F